CN1CC(C1)(C)[C@@](C=1C=C(C=NC1)C1=NOC(=N1)C1(CCC(NC1)=O)C)(C1=CC=C(C=C1)C(C)C)O 5-(3-{5-[(R)-(1,3-dimethyl-azetidin-3-yl)-hydroxy-(4-isopropyl-phenyl)-methyl]-pyridin-3-yl}-[1,2,4]Oxadiazol-5-yl)-5-methyl-piperidin-2-one